CN(C1=CC(=C(C=C1)C1=NC(=CC=C1)C=1C=NNC1)N1CCCCC1)CCN1CCOCC1 (4-(methyl-(2-morpholinoethyl)amino)-2-(piperidin-1-yl)phenyl)-6-(1H-pyrazol-4-yl)pyridine